NCC1(CCN(CC1)C(=O)OCCCC)NC(=O)OCC1=CC=CC=C1 Butyl 4-(aminomethyl)-4-(((benzyloxy)carbonyl)amino)piperidine-1-carboxylate